2'-Methoxyacetophenon COC1=C(C=CC=C1)C(C)=O